4-hydroxyphenylacetamide OC1=CC=C(C=C1)CC(=O)N